BrC1=CC2=C(OCCN2CC2=CC=C(C=C2)OC)C=C1 6-bromo-4-(4-methoxybenzyl)-3,4-dihydro-2H-benzo[b][1,4]oxazine